FC(C(=O)I)(F)F TRIFLUORoACETYLIODID